4-mercaptobutane-1,2-diol SCCC(CO)O